tri(2-ethylphenyl)phosphine C(C)C1=C(C=CC=C1)P(C1=C(C=CC=C1)CC)C1=C(C=CC=C1)CC